ClC=1C=C2C=C(NC2=CC1)CNC(N(C1CN(CCC1)C(CN1N=C(C=C1)C)=O)C)=O 3-[(5-chloro-1H-indol-2-yl)methyl]-1-methyl-1-{1-[2-(3-methyl-1H-pyrazol-1-yl)acetyl]piperidin-3-yl}urea